C1CONN1 OxaDiazolidine